2,4,6-trifluoro-N-(6-(fluoro(piperidin-4-ylidene)methyl)pyridin-2-yl)benzamide FC1=C(C(=O)NC2=NC(=CC=C2)C(=C2CCNCC2)F)C(=CC(=C1)F)F